C(C)OC(=O)C=1N=C(SC1)N1N=C(C(=C1CC1CC1)CC1=C(C=C(C=C1)S(N)(=O)=O)F)C1=CC(=C(C=C1)F)C=1C=NN(C1)C 2-(5-(cyclopropylmethyl)-3-(4-fluoro-3-(1-methyl-1H-pyrazol-4-yl)phenyl)-4-(2-Fluoro-4-sulfamoylbenzyl)-1H-pyrazol-1-yl)thiazole-4-carboxylic acid ethyl ester